N-((R)-1-(((R)-4-(4-fluorophenyl)-1-(4,4,5,5-tetramethyl-1,3,2-dioxaborolan-2-yl)butyl)amino)-3-methoxy-1-oxopropan-2-yl)pyrazine-2-carboxamide FC1=CC=C(C=C1)CCC[C@@H](B1OC(C(O1)(C)C)(C)C)NC([C@@H](COC)NC(=O)C1=NC=CN=C1)=O